FC(C=1N=C2N(C=C(C=C2)NC(OC(C)(C)C)=O)C1)F tert-butyl (2-(difluoromethyl)imidazo[1,2-a]pyridin-6-yl)carbamate